C1[C@H](CN2[C@@H]1C(=O)N[C@H](C(=O)N[C@@H](C(=O)N[C@H](C(=O)N[C@H](C(=O)N[C@H](C2=O)CC3=CC=CC=C3)CC4=CC=C(C=C4)OCC5=CC=CC=C5)CCCCN)CC6=CNC7=CC=CC=C76)C8=CC=CC=C8)OC(=O)NCCN.C([C@@H](C(=O)O)N)C(=O)O.C([C@@H](C(=O)O)N)C(=O)O The molecule is an aspartate salt that is the diaspartate salt of pasireotide. A somatostatin analogue with pharmacologic properties mimicking those of the natural hormone somatostatin; used for treatment of Cushing's disease. It has a role as an antineoplastic agent and a prodrug. It contains a pasireotide(2+).